FC=1C=C(C=CC1)C1=C(C=C2C(=N1)N=C(S2)N2CCOCC2)NC(=O)C=2N=C(OC2)C2=CC(=NC=C2)C N-(5-(3-fluorophenyl)-2-morpholinothiazolo[4,5-b]pyridin-6-yl)-2-(2-methylpyridin-4-yl)oxazole-4-carboxamide